C12(CNCC2C1)C=1OC2=C(N1)C=CC(=C2)N2C=C(C(C=C2C2=CC(=C(C=C2)N2CCCC2)Br)=O)C(=O)O 1-(2-(3-azabicyclo[3.1.0]hexyl)benzo[d]oxazol-6-yl)-4-oxo-6-(3-bromo-4-(pyrrolidin-1-yl)phenyl)-1,4-dihydropyridine-3-carboxylic acid